(S)-1-((S)-8-(4'-(1-aminocyclopropyl)-4-ethoxybiphenyl-3-ylsulfonyl)-1-oxa-8-azaspiro[4.5]decan-3-ylamino)-3-(3-(1-(hydroxymethyl)cyclopropylsulfonyl)phenoxy)propan-2-ol NC1(CC1)C1=CC=C(C=C1)C1=CC(=C(C=C1)OCC)S(=O)(=O)N1CCC2(C[C@@H](CO2)NC[C@@H](COC2=CC(=CC=C2)S(=O)(=O)C2(CC2)CO)O)CC1